(5-chloro-3-isopropylpyrazolo[1,5-a]pyrimidin-7-yl)((5,7-dimethylimidazo[1,2-a]pyrimidin-2-yl)methyl)carbamic acid tert-butyl ester C(C)(C)(C)OC(N(CC=1N=C2N(C(=CC(=N2)C)C)C1)C1=CC(=NC=2N1N=CC2C(C)C)Cl)=O